methyl 4-(5-cyano-2-ethoxyphenyl)-6-methylnicotinate C(#N)C=1C=CC(=C(C1)C1=CC(=NC=C1C(=O)OC)C)OCC